diglyceryl succinate C(CCC(=O)OCC(O)CO)(=O)OCC(O)CO